ClC=1C=NC(=NC1)OC1=C2C(=NC(=NC2=CC=C1)C(F)(F)F)CCC#N 3-[5-(5-chloropyrimidin-2-yl)oxy-2-(trifluoromethyl)quinazolin-4-yl]propanenitrile